ClC=1C=C(C=CC1)COC1CC2(C(N3[C@H](O2)CC[C@H]3C3=NC=CN=C3)=O)C1 (5'S,7a'R)-3-[(3-chlorophenyl)methoxy]-5'-(pyrazin-2-yl)tetrahydro-3'H-spiro[cyclobutane-1,2'-pyrrolo[2,1-b][1,3]oxazol]-3'-one